FC1=CC=C2C(=CNC2=C1)C=1C=C(OC1)C(CC(=O)OC)=O Methyl 3-(4-(6-fluoro-1H-indol-3-yl)furan-2-yl)-3-oxopropanoate